methyl-sulfinamide CS(=O)N